16-(chloromethyl) hexadecanedioate C(CCCCCCCCCCCCCCC(=O)OCCl)(=O)[O-]